FC1=C(OCSCC=2NC(NC2)=O)C=CC(=C1)F 4-[(2,4-Difluorophenoxymethylthio)methyl]1,3-dihydroimidazol-2-one